BrC=1C(C(=C(N(C1C=O)CC)C1=CC(=C(C=C1)Cl)Cl)C(=O)OC)=O methyl 5-bromo-2-(3,4-dichlorophenyl)-1-ethyl-6-formyl-4-oxo-pyridine-3-carboxylate